FC(C1(C(N(CC1)C)=O)C#C)F 3-(difluoromethyl)-3-ethynyl-1-methylpyrrolidin-2-one